C[Pt](C1(C=CC=C1)C)(C)C trimethyl-(methyl-cyclopentadienyl)-platinum (IV)